N1=CN=C(C2=C1NC=C2)C2=CN=C(S2)[C@@H](C)CCC |r| (2S)- and (2R)-2-[5-(7H-Pyrrolo[2,3-d]pyrimidin-4-yl)-1,3-thiazol-2-yl]pentane